ferric perchlorate monohydrate O.Cl(=O)(=O)(=O)[O-].[Fe+3].Cl(=O)(=O)(=O)[O-].Cl(=O)(=O)(=O)[O-]